C(C)(C)(C)OC(=O)NC(C)(C)C1=CC=C(C=C1)B(O)O (4-(2-((tert-butoxycarbonyl)amino)propan-2-yl)phenyl)boronic acid